C(#N)[C@H](C[C@H]1C(NC2(CC2)C1)=O)NC(=O)[C@@H]1[C@H]2C([C@H]2CN1C([C@H](C(C)(C)C)NC1=NC=CC=N1)=O)(C)C (1R,2S,5S)-N-[(1S)-1-cyano-2-[(6R)-5-oxo-4-azaspiro[2.4]heptan-6-yl]ethyl]-3-[(2S)-3,3-dimethyl-2-(pyrimidin-2-ylamino)butanoyl]-6,6-dimethyl-3-azabicyclo[3.1.0]hexane-2-carboxamide